C1(CC1)C(=O)NC1=NC=C(C(=O)OC)C(=C1)NC1=CN=C2N1C(N(C=C2)CC(F)(F)F)=O Methyl 6-(cyclopropanecarboxamido)-4-((5-oxo-6-(2,2,2-trifluoroethyl)-5,6-dihydroimidazo[1,2-c]pyrimidin-3-yl)amino)nicotinate